4-(pyrrolidin-1-ylmethyl)-1-(5-(6-ethoxy-1H-pyrazolo[3',4':3,4]pyrazolo[1,5-a]pyridin-4-yl)pyridin-2-yl)-N-isobutylpiperidine-4-amide N1(CCCC1)CC1(CCN(CC1)C1=NC=C(C=C1)C=1C=2N(C=C(C1)OCC)N=C1C2C=NN1)C(=O)NCC(C)C